6-((methylamino)methyl)-6,7-dihydro-5H-pyrazolo[5,1-b][1,3]oxazine CNCC1CN2C(OC1)=CC=N2